NC1=NC=CC(=N1)C=1C=C(OC2=C(C=C(C=C2)NC(=O)C=2C(N(C=CC2OC)C2=CC=C(C=C2)F)=O)F)C=CC1O N-(4-(3-(2-aminopyrimidin-4-yl)-4-hydroxyphenoxy)-3-fluorophenyl)-1-(4-fluorophenyl)-4-methoxy-2-oxo-1,2-dihydropyridine-3-carboxamide